O=C1NC(CCC1N1C(N(C2=C1C=CC(=C2)N2CCC1(CN(C1)C(=O)OC(C)(C)C)CC2)C)=O)=O tert-butyl 7-[1-(2,6-dioxo-3-piperidyl)-3-methyl-2-oxo-benzimidazol-5-yl]-2,7-diazaspiro[3.5]nonane-2-carboxylate